O=C1N(CC=2C=CC=C(C12)C(=O)O)CCCN1CCN(CC1)C1=CC=CC=C1 3-Oxo-2-[3-(4-phenyl-piperazin-1-yl)-propyl]-2,3-dihydro-1H-isoindole-4-carboxylic acid